C1(CCC1)C=1C(=NN(C1C1=CC(=C(C=C1)F)F)C)NC(C[C@@H]1C(C(C1)(F)F)(F)F)=O (S)-N-(4-cyclobutyl-5-(3,4-difluorophenyl)-1-methyl-1H-pyrazol-3-yl)-2-(2,2,3,3-tetrafluorocyclobutyl)acetamide